NCC(COC1=CC=C(C=C1)S(=O)(=O)C1=CC(=C(C(=C1)Cl)OCC(CCl)O)Cl)O 1-amino-3-(4-((3,5-dichloro-4-(3-chloro-2-hydroxypropoxy)phenyl)sulfonyl)phenoxy)propan-2-ol